6-(cyclopropanecarboxamido)-4-((2,5-dimethyl-4,5-dihydro-2H-pyrazolo[4,3-c]quinolin-6-yl-4,4-d2)amino)-N-(methyl-d3)nicotinamide C1(CC1)C(=O)NC1=NC=C(C(=O)NC([2H])([2H])[2H])C(=C1)NC1=CC=CC=2C=3C(C(N(C12)C)([2H])[2H])=CN(N3)C